7-{4-[(3S)-2,3-dihydro[1,4]dioxino[2,3-b]pyridin-3-yl]benzyl}-1,7-diazaspiro[4.4]nonan-2-one O1C[C@@H](OC2=NC=CC=C21)C2=CC=C(CN1CC3(CCC(N3)=O)CC1)C=C2